8-chloro-4-(((R)-3-cyano-1-phenylpropyl)amino)-6-(((1-cyclopropyl-1H-1,2,3-triazol-4-yl)(6-fluoropyridin-3-yl)methyl-d)amino)quinoline-3-carbonitrile ClC=1C=C(C=C2C(=C(C=NC12)C#N)N[C@H](CCC#N)C1=CC=CC=C1)NC([2H])(C=1C=NC(=CC1)F)C=1N=NN(C1)C1CC1